2-CHLORO-6-METHOXYPHENYLBORONIC ACID ClC1=C(C(=CC=C1)OC)B(O)O